NC1=C(C=2C(=NC=C(N2)C(C)(C)F)N1C1=C(C(=CC=C1C)O)C)C(=O)N R-6-amino-2-(1-fluoro-1-methyl-ethyl)-5-(3-hydroxy-2,6-dimethyl-phenyl)pyrrolo[2,3-b]pyrazine-7-carboxamide